S(=O)(=O)(ON1[C@@H]2CC[C@@H](N(C1=O)C2)N(C=O)S(=O)(=O)C2CC2)[O-].[Na+] sodium (2S,5R)-2-(N-(cyclopropylsulfonyl) formamidyl)-7-oxo-1,6-diazabicyclo[3.2.1]oct-6-yl sulfate